tri(pentafluorophenyl)arsine FC1=C(C(=C(C(=C1[As](C1=C(C(=C(C(=C1F)F)F)F)F)C1=C(C(=C(C(=C1F)F)F)F)F)F)F)F)F